CCCC.[Pb] lead normal butane